trans-4-fluoro-3-[[4-[(3S)-3-(4-fluorophenyl)isoxazolidine-2-carbonyl]cyclohexyl]methyl]-N-methyl-benzamide FC1=C(C=C(C(=O)NC)C=C1)C[C@@H]1CC[C@H](CC1)C(=O)N1OCC[C@H]1C1=CC=C(C=C1)F